1-bromo-3-diethoxyphosphoryl-propane BrCCCP(=O)(OCC)OCC